C1(CCCC1)C=1C=C(SC1)C1(CC1)C=1NC(C=2CNCCCC2N1)=O 2-(1-(4-cyclopentylthiophen-2-yl)cyclopropyl)-3,5,6,7,8,9-hexahydro-4H-pyrimido[5,4-c]azepin-4-one